C[C@@H](CCC=C(C)C)CCO The molecule is a citronellol that is oct-6-ene substituted by a hydroxy group at position 1 and methyl groups at positions 3 and 7 (the 3S-enantiomer). It is an enantiomer of a (R)-(+)-citronellol.